BrC=1C=C2C=C(N=CC2=CC1Cl)NC(OCCCC)=O butyl (6-bromo-7-chloroisoquinolin-3-yl)carbamate